5-methoxy-4-methyl-2-(trifluoromethyl)quinazoline COC1=C2C(=NC(=NC2=CC=C1)C(F)(F)F)C